FC=1C=C2C=C(NC2=CC1CNC(=O)C=1N=C2N(C(C1)=O)C=CC=C2)CN2C(CC(CC2)C)(C)C N-((5-fluoro-2-((2,2,4-trimethylpiperidin-1-yl)methyl)-1H-indol-6-yl)methyl)-4-oxo-4H-pyrido[1,2-a]pyrimidine-2-carboxamide